OC1CC2(C1)CCN(CC2)CCCC2=C1CN(C(C1=CC=C2)=O)C2C(NC(CC2)=O)=O 3-(4-(3-(2-hydroxy-7-azaspiro[3.5]nonan-7-yl)propyl)-1-oxoisoindolin-2-yl)piperidine-2,6-dione